3-(4-Dimethylaminophenyl)-6-dimethylaminophthalide CN(C1=CC=C(C=C1)C1OC(=O)C2=CC(=CC=C12)N(C)C)C